4-isopropyl-3-(pyrrolidin-2-yl)pyridine C(C)(C)C1=C(C=NC=C1)C1NCCC1